C(OC(C(OC1=CC=C(C=C1)N1CCN(CC1)C(C(O)([2H])[2H])([2H])[2H])([2H])[2H])([2H])[2H])([2H])([2H])[2H] 2-{4-[4-({2-[(2H3)Methyloxy](2H4)ethyl}oxy)phenyl]piperazin-1-yl}(2H4)ethanol